1-amino-N-(2-dimethylaminoethyl)cyclobutylformamide dihydrochloride Cl.Cl.NC1(CCC1)N(C=O)CCN(C)C